FC=1C=CC=C2C(=NC=NC12)NC(C(=O)O)CCN(CCCCC1=NC=2NCCCC2C=C1)CCOC 2-((8-fluoroquinazolin-4-yl)amino)-4-((2-methoxyethyl)(4-(5,6,7,8-tetrahydro-1,8-naphthyridin-2-yl)butyl)amino)butanoic acid